C(CC=C)N1C(N=C2C=CC=CC2=C1)=O 3-(but-3-en-1-yl)quinazolinone